5-(2,4-difluorophenylmethylcarbamoyl)-1-(2,2-dihydroxyacetoxy)-3-methoxy-4-oxo-1,4-dihydropyridine-2-carboxylic acid methyl ester COC(=O)C=1N(C=C(C(C1OC)=O)C(NCC1=C(C=C(C=C1)F)F)=O)OC(C(O)O)=O